FC1=C2C=NN(C2=CC=C1)CC12CC(C1)(C2)C(=O)N2N=CCC2C=2C=NC=C(C2)F (3-((4-fluoro-1H-indazol-1-yl)methyl)bicyclo[1.1.1]Pent-1-yl)(5-(5-fluoropyridin-3-yl)-4,5-dihydro-1H-pyrazol-1-yl)methanone